C(C1=CC=CC=C1)OC(=O)N1CC(C1)C1=NN=CN1C.ClC=1C(=NC(=NC1)N[C@H]1CN(CC1)C1=NC=CC2=CC(=CC=C12)NC(C=C)=O)OCC (R)-N-(1-(3-((5-chloro-4-ethoxypyrimidin-2-yl)amino)pyrrolidin-1-yl)isoquinolin-6-yl)acrylamide benzyl-3-(4-methyl-4H-1,2,4-triazol-3-yl)azetidine-1-carboxylate